S1C=C(C=C1)\C=C/1\C(NC(S1)=S)=O (Z)-5-(thiophen-3-ylmethylene)-2-thioxothiazolidin-4-one